4-(aminomethyl)phenylmorpholine-4-carboxylate NCC1=CC=C(C=C1)OC(=O)N1CCOCC1